BrC1=C(C(=CC=C1)OCC1=CC=C(C=C1)OC)CO (2-bromo-6-((4-methoxybenzyl)oxy)phenyl)methanol